(4-((3-chlorobenzyl)amino)-2-(1-(2-hydroxyethyl)-1H-pyrazol-4-yl)quinazoline-6-yl)-1-methylpyridin-2(1H)-one ClC=1C=C(CNC2=NC(=NC3=CC=C(C=C23)C=2C(N(C=CC2)C)=O)C=2C=NN(C2)CCO)C=CC1